isopropyl-tert-butylbis(propoxymethyl)silane C(C)(C)[Si](COCCC)(COCCC)C(C)(C)C